4-cyano-6'-fluoro-3-[4-(4-methyl-1,2,4-triazol-3-yl) piperidin-1-yl]-[2,3'-bipyridin]-5-yl trifluoromethanesulfonate FC(S(=O)(=O)OC=1C(=C(C(=NC1)C=1C=NC(=CC1)F)N1CCC(CC1)C1=NN=CN1C)C#N)(F)F